OC1=C(C=C(C=C1)C=1SC(=CC1C#N)C1=CC(=C(C=C1)O)F)F 2,5-bis(4-hydroxy-3-fluorophenyl)thiophene-3-carbonitrile